sorbitol diacrylate C(C=C)(=O)O.C(C=C)(=O)O.OC[C@H](O)[C@@H](O)[C@H](O)[C@H](O)CO